C(C)(C)(C)OC(=O)N1C(CCCC1)N1CC(C1)N1CCN(CC1)C1=CC=CC=2N(C(N(C21)C)=O)C2C(NC(CC2)=O)=O (3-{4-[1-(2,6-dioxopiperidin-3-yl)-3-methyl-2-oxo-1,3-benzodiazol-4-yl]piperazin-1-yl}azetidin-1-yl)piperidine-1-carboxylic acid tert-butyl ester